C(C=C)(=O)OC(COC1=CC=CC=C1)COC1=CC=CC=C1 1,3-diphenoxy-2-propanol acrylate